1-methyl-2-(4-(methylsulfonyl)phenyl)-6-(4-(4-(tetrahydro-2H-pyran-4-yl)piperazin-1-yl)phenyl)-4-(1-(tetrahydro-2H-pyran-4-yl)piperidin-4-yl)-1H-benzo[d]imidazole CN1C(=NC2=C1C=C(C=C2C2CCN(CC2)C2CCOCC2)C2=CC=C(C=C2)N2CCN(CC2)C2CCOCC2)C2=CC=C(C=C2)S(=O)(=O)C